(S)-11-chloro-1-methoxy-5,6,6a,7-tetrahydro-4H-dibenzo[de,g]quinolin-2-ol hydrochloride Cl.ClC1=CC=CC2=C1C1=C3C(CCN[C@H]3C2)=CC(=C1OC)O